N-(4-((4-methylpiperazin-1-yl)methyl)pyridin-2-yl)-6-(pyridin-4-yl)benzo[d]thiazol-2-amine CN1CCN(CC1)CC1=CC(=NC=C1)NC=1SC2=C(N1)C=CC(=C2)C2=CC=NC=C2